7-cyanothieno[2,3-c]pyridine-2-boronic acid C(#N)C=1N=CC=C2C1SC(=C2)B(O)O